NC1=C(C(=NC(=C1Cl)Cl)C(=O)OC(C)C)Cl iso-propyl 4-amino-3,5,6-trichloropicolinate